COC=1C=C2C(=CC=NC2=CC1OC)NC1=CC=C(C=C1)NC(=O)NC1=CC=C(C=C1)I 1-(4-((6,7-dimethoxyquinolin-4-yl)amino)phenyl)-3-(4-iodophenyl)urea